C(C)(C)(C)S(=O)(=O)C=1C(=CC=2N(C1)C=CN2)OCC(C)O 1-((6-(tert-butylsulfonyl)imidazo[1,2-a]pyridin-7-yl)oxy)propan-2-ol